di-sodium (5-(2-fluoropyridin-4-yl)-2,3-dihydro-1H-inden-4-yl)(3-sulfinato-1-((2-(trimethylsilyl)ethoxy)methyl)-1H-1,2,4-triazol-5-yl)amide FC1=NC=CC(=C1)C=1C(=C2CCCC2=CC1)[N-]C1=NC(=NN1COCC[Si](C)(C)C)S(=O)[O-].[Na+].[Na+]